1,3-bis-[(t-butylperoxy)isopropyl]benzene C(C)(C)(C)OOC(C)(C)C1=CC(=CC=C1)C(C)(C)OOC(C)(C)C